C(#N)C[C@H](C[C@H](CC(=O)[O-])O)O (3R,5R)-6-cyano-3,5-dihydroxyhexanoate